5-(3-(2,2-difluoroethyl)-2-methyl-3H-imidazo[4,5-b]pyridin-5-yl)-N-(2,2-difluoropropyl)-7H-pyrrolo[2,3-d]pyrimidin-2-amine FC(CN1C(=NC=2C1=NC(=CC2)C2=CNC=1N=C(N=CC12)NCC(C)(F)F)C)F